C(C)OCOC(C(F)F)(F)F ethoxy(1,1,2,2-tetrafluoroethoxy)methane